C(C)OC(CCC(=O)C1=NC2=CC(=CC=C2C=C1O)C1=CC(=CC=C1)OC)=O 4-[3-hydroxy-7-(3-methoxy-phenyl)-quinolin-2-yl]-4-oxo-butyric acid ethyl ester